N-[(1S)-1-benzyl-1,3-Dimethylbutyl]-8-fluoroquinoline-3-carboxamide C(C1=CC=CC=C1)[C@@](CC(C)C)(C)NC(=O)C=1C=NC2=C(C=CC=C2C1)F